(1S,3S)-3-((6-(5-(((6-(4-fluorophenyl)pyrimidin-4-yl)oxy)methyl)-1-methyl-1H-1,2,3-triazol-4-yl)-2-methylpyridin-3-yl)oxy)cyclohexane-1-carboxylic acid FC1=CC=C(C=C1)C1=CC(=NC=N1)OCC1=C(N=NN1C)C1=CC=C(C(=N1)C)O[C@@H]1C[C@H](CCC1)C(=O)O